1,1-di(benzofuran-7-yl)-N-(bis(4-(tributylsilyl)phenyl)phosphaneyl)-N-isopropylphosphanamine O1C=CC2=C1C(=CC=C2)P(N(C(C)C)P(C2=CC=C(C=C2)[Si](CCCC)(CCCC)CCCC)C2=CC=C(C=C2)[Si](CCCC)(CCCC)CCCC)C2=CC=CC=1C=COC12